N-[(2R)-1-[(7-amino-3-methyl-1,2,3-benzotriazol-5-yl)methoxy]propan-2-yl]-6-bromo-2-methyl-8-(methylamino)imidazo[1,2-a]pyrazine-3-carboxamide NC1=CC(=CC2=C1N=NN2C)COC[C@@H](C)NC(=O)C2=C(N=C1N2C=C(N=C1NC)Br)C